BrC1=CC(=CC=2NC(=NC21)CN2CCC(CC2)C2=NC(=CC=C2)OCC2=C(C=C(C=C2)C#N)F)C(=O)OC methyl 4-bromo-2-((4-(6-((4-cyano-2-fluorobenzyl) oxy) pyridin-2-yl) piperidin-1-yl) methyl)-1H-benzo[d]imidazole-6-carboxylate